5-((4'-(methylthio)-[1,1'-biphenyl]-4-yl)methoxy)-1H-1,2,3-triazole-4-carboxylic acid CSC1=CC=C(C=C1)C1=CC=C(C=C1)COC1=C(N=NN1)C(=O)O